F[C@@H]1[C@@H](C1)C(=O)NC=1N=C2N(C=C(N=C2)C2=C3C=NNC3=C(C(=C2C)F)C(C)NC)C1 (1S,2S)-2-fluoro-N-(6-(6-fluoro-5-methyl-7-(1-(methylamino)ethyl)-1H-indazol-4-yl)imidazo[1,2-a]pyrazin-2-yl)cyclopropane-1-carboxamide